ClC1=C(C(=CC(=C1)C#C)Cl)Cl 1,2,3-trichloro-5-ethynylbenzene